2-(2-(aminomethyl)thiazol-4-yl)propan-2-ol hydrochloride Cl.NCC=1SC=C(N1)C(C)(C)O